(S)-2-((2-(benzyloxy)-5,8-dihydro-1,7-naphthyridin-7(6H)-yl)methyl)-3-(oxetan-2-ylmethyl)-3H-imidazo[4,5-b]pyridine-5-carboxylic acid C(C1=CC=CC=C1)OC1=NC=2CN(CCC2C=C1)CC1=NC=2C(=NC(=CC2)C(=O)O)N1C[C@H]1OCC1